isopropoxylimidazo[1,2-a]pyridine O(C(C)C)C=1N=C2N(C=CC=C2)C1